rac-N-(6-Amino-5-ethyl-3-pyridyl)-2-[5-methyl-2-(2-oxo-1H-quinolin-6-yl)-1-piperidyl]-2-oxo-acetamide NC1=C(C=C(C=N1)NC(C(=O)N1C(CCC(C1)C)C=1C=C2C=CC(NC2=CC1)=O)=O)CC